Cl.N[C@@H]1CS(CC1)(=O)=O (S)-3-aminotetrahydrothiophene 1,1-dioxide hydrochloride